2-[(3R,4R)-1-[1-(2,6-dibenzyloxy-3-pyridyl)-3-methyl-2-oxo-benzimidazol-5-yl]-3-methyl-4-piperidyl]acetic acid C(C1=CC=CC=C1)OC1=NC(=CC=C1N1C(N(C2=C1C=CC(=C2)N2C[C@@H]([C@H](CC2)CC(=O)O)C)C)=O)OCC2=CC=CC=C2